C1(=CC=CC=C1)CCC=C1CC(CC1)C(=O)[O-] 3-(3-phenylpropylidene)cyclopentane-1-carboxylate